N-(2-chloro-4-(4-methylpiperazin-1-yl)phenyl)-6-(2-chlorophenyl)-8,9-dihydroimidazo[1',2':1,6]pyrido[2,3-d]pyrimidin-2-amine ClC1=C(C=CC(=C1)N1CCN(CC1)C)NC=1N=CC2=C(N1)N1C(C(=C2)C2=C(C=CC=C2)Cl)=NCC1